2,5-bis(4-diethylaminophenyl)-1,3,4-oxadiazole C(C)N(C1=CC=C(C=C1)C=1OC(=NN1)C1=CC=C(C=C1)N(CC)CC)CC